tert-butyl 4-((1R,2R,4S,5S)-9-methyl-3,9-diazatricyclo[3.3.1.02,4]nonan-3-yl)-1H-indole-1-carboxylate CN1[C@H]2[C@H]3N([C@H]3[C@@H]1CCC2)C2=C1C=CN(C1=CC=C2)C(=O)OC(C)(C)C